2-((tertbutyldimethylsilyl)oxy)ethan-1-amine C(C)(C)(C)[Si](OCCN)(C)C